ClC1=CC(=C(C=C1)C1=CC(=CN2C1=NC(=C(C2=O)C)C)C2CC(OCC2)C=2C=NN(C2)C)F 9-(4-chloro-2-fluoro-phenyl)-2,3-dimethyl-7-[2-(1-methylpyrazol-4-yl)tetrahydropyran-4-yl]pyrido[1,2-a]pyrimidin-4-one